CC1=C(C=CC(=C1)C)C1=C(C(=C(S1)C(=O)N)C)C(CO)=O (2,4-dimethylphenyl)-4-(hydroxyacetyl)-3-methylthiophene-2-carboxamide